Cl.ClC=1C=C(C=C2C=CC=NC12)NC1CCNCC1 8-chloro-N-(piperidin-4-yl)quinolin-6-amine hydrochloride